C(CCCCCCC\C=C/C\C=C/C\C=C/CC)(=O)OCCCCCCCCCCCC dodecyl (9Z,12Z,15Z)-octadeca-9,12,15-trienoate